3,4-dimethoxy-1-propenylbenzene COC=1C=C(C=CC1OC)C=CC